C1=CC=CC=2C=CC=3C=C4C=CC=CC4=CC3C21 Benzo(j)Anthracene